(1S,2S)-N-(5-(5-chloro-6-fluoro-7-((4-hydroxycyclohexyl)(methyl)amino)-1H-indazol-4-yl)pyrazolo[1,5-a]pyridin-2-yl)-2-fluorocyclopropane-1-carboxamide ClC=1C(=C2C=NNC2=C(C1F)N(C)C1CCC(CC1)O)C1=CC=2N(C=C1)N=C(C2)NC(=O)[C@H]2[C@H](C2)F